C(#N)C1=CNC2=C(C=CC(=C12)C)NS(=O)(=O)C=1C=NNC1 N-(3-cyano-4-methyl-1H-indol-7-yl)pyrazol-4-sulfonamid